C(C)SC=1OC2=C(C=C(C=C2C(C1)=O)C)C=C 1-(2-ethylsulfanyl-6-methyl-4-oxo-chromen-8-yl)ethylene